Cl.C[C@]12CC(C[C@](CC1)(N2)C)N(C=2SC=1N=C(SC1N2)C2=NC=C(N=C2)N2N=CC=C2)C N-[(1R,3s,5S)-1,5-Dimethyl-8-azabicyclo[3.2.1]octan-3-yl]-N-methyl-5-[5-(1H-pyrazol-1-yl)pyrazin-2-yl][1,3]thiazolo[5,4-d][1,3]thiazol-2-amin Hydrochlorid